CN(C)CC1=C(C=C(C=C1)S(=O)(N)=NC(NC1=C2CCCC2=CC=2CCCC12)=O)F 4-((dimethylamino)methyl)-3-fluoro-N'-((1,2,3,5,6,7-hexahydro-s-indacen-4-yl)-carbamoyl)benzenesulfonimidamide